6-((4,5-Dimethoxy-2-methylphenyl)amino)-3-methyl-1-(tetrahydro-2H-pyran-4-yl)-1,3-dihydro-2H-imidazo[4,5-c]pyridin-2-one COC1=CC(=C(C=C1OC)NC1=CC2=C(C=N1)N(C(N2C2CCOCC2)=O)C)C